benzil bis(2-methoxyethyl) ketal COCCOC(C1=CC=CC=C1)(C(=O)C1=CC=CC=C1)OCCOC